N-oleoyl-serinol C(CCCCCCC\C=C/CCCCCCCC)(=O)NC(CO)CO